C(C)(C)(C)OC(=O)N1CCC(CC1)C#CC1=C(C2=C(N=CN=C2N)N1C(C)C)Br tert-butyl-4-((4-amino-5-bromo-7-isopropyl-7H-pyrrolo[2,3-d]pyrimidin-6-yl)ethynyl)piperidine-1-carboxylate